Cl(=O)(=O)(=O)[O-] Perchlorat